3,3-Dimethylbutyl chloroformate ClC(=O)OCCC(C)(C)C